2-(2,6-dioxo-piperidin-3-yl)-5-fluoroisoindoline-1,3-dione O=C1NC(CCC1N1C(C2=CC=C(C=C2C1=O)F)=O)=O